C1(CCCC1)NC(=O)C1=CC2=C(N=C(S2)N2CCN(CC2)CC)C=C1 N-cyclopentyl-2-(4-ethylpiperazin-1-yl)benzo[d]thiazole-6-carboxamide